Bromomannitol BrC([C@@H](O)[C@@H](O)[C@H](O)[C@H](O)CO)O